1-benzyl-1,2,3,6-tetrahydropyridine-4-boronic acid pinacol ester C(C1=CC=CC=C1)N1CCC(=CC1)B1OC(C)(C)C(C)(C)O1